8-chloro-1-(2,6-dichlorophenyl)-2-methyl-5-(1H-1,2,4-triazol-1-yl)-1,6-naphthyridin-4(1H)-one ClC=1C=NC(=C2C(C=C(N(C12)C1=C(C=CC=C1Cl)Cl)C)=O)N1N=CN=C1